C1(CC1)C([C@@H](C(=O)NC1=NC(=C(C=C1)C=1C(=[N+](C=C(C1)C)[O-])C)F)NC(=O)C=1N(N=CC1)CCC(C)O)C1CC1 N-[(1S)-1-(dicyclopropylmethyl)-2-[[5-(2,5-dimethyl-1-oxido-pyridin-1-ium-3-yl)-6-fluoro-2-pyridyl]amino]-2-oxo-ethyl]-2-(3-hydroxybutyl)pyrazole-3-carboxamide